1-azido-17,17-bis((2-carboxyethoxy)methyl)-15-oxo-3,6,9,12,19-pentaoxa-16-azadocosan-22-oic acid N(=[N+]=[N-])CCOCCOCCOCCOCCC(NC(COCCC(=O)O)(COCCC(=O)O)COCCC(=O)O)=O